N[C@@H](C(=O)N[C@H](C(=O)N[C@@H](CC=1N=CNC1)C=1OC(=NN1)CC1=CC=CC=C1)CC1=C(C=C(C=C1C)O)C)CCCNC(=N)N (R)-2-amino-N-((S)-1-(((S)-1-(5-benzyl-1,3,4-oxadiazol-2-yl)-2-(1H-imidazol-4-yl)ethyl)amino)-3-(4-hydroxy-2,6-dimethylphenyl)-1-oxopropan-2-yl)-5-guanidino-valeramide